FC1=CC=C(C=C1)[C@H](C)NC(CCC#C)=O pent-4-ynoic acid [(S)-1-(4-fluorophenyl)-ethyl]-amide